(aziridin-2-yl)(4-(methylsulfonyl)phenyl)methanol N1C(C1)C(O)C1=CC=C(C=C1)S(=O)(=O)C